Methyl (S)-2-(4-(2-acetyl-5-chlorophenyl)-3-methoxy-6-oxopyridazin-1(6H)-yl)-3-phenylpropanoate C(C)(=O)C1=C(C=C(C=C1)Cl)C=1C(=NN(C(C1)=O)[C@H](C(=O)OC)CC1=CC=CC=C1)OC